FC1=C(N)C=C(C(=C1F)F)F 2,3,4,5-tetrafluoroaniline